O=C1NCC2=CC=C(C=C12)CCNC(OC(C)(C)C)=O tert-butyl (2-(3-oxoisoindolin-5-yl)ethyl)carbamate